N[C@@H]1C2=CC=CC=C2CC12CCN(CC2)C=2N=C1C(=NC2)N=C(C=C1)SC1=C(C(=NC=C1)NCCO)Cl (S)-2-((4-((2-(1-amino-1,3-dihydrospiro[inden-2,4'-piperidin]-1'-yl)pyrido[2,3-b]pyrazin-6-yl)thio)-3-chloropyridin-2-yl)amino)ethan-1-ol